(E)-3-(4-((2,4-bis(trifluoromethyl)benzyl)oxy)-3-methoxyphenyl)-2-cyanoacrylic acid FC(C1=C(COC2=C(C=C(C=C2)/C=C(/C(=O)O)\C#N)OC)C=CC(=C1)C(F)(F)F)(F)F